NC1=NC=NC=2N(C3=C(C=C(C=C3C21)C(F)(F)F)C)CC(=O)N2[C@@H](C[C@@](C2)(C)F)C(=O)NC2=NC(=CC=C2)Br (2S,4R)-1-(2-(4-amino-8-methyl-6-(trifluoromethyl)-9H-pyrimido[4,5-b]indol-9-yl)acetyl)-N-(6-bromopyridin-2-yl)-4-fluoro-4-methylpyrrolidine-2-carboxamide